C(C)(C)(C)OC(=O)N1[C@H]2CO[C@@](C1)(C2)C(=O)O (1R,4R)-5-(tert-butoxycarbonyl)2-oxa-5-azabicyclo[2.2.1]heptane-1-carboxylic acid